ClC=1C=C(C=C(C1OC1=C(C=2C3=C(NC2C(=C1)F)CCC3C)F)Cl)N3N=C(C(NC3=O)=O)C#N 2-(3,5-dichloro-4-((5,8-difluoro-1-methyl-1,2,3,4-tetrahydrocyclopenta[b]indol-7-yl)oxy)phenyl)-3,5-dioxo-2,3,4,5-tetrahydro-1,2,4-triazine-6-carbonitrile